BrCC1=C([C@@H](N=C(N1)C=1SC=CN1)C1=C(C(=CC=C1)F)Cl)C(=O)OCCC Propyl (4R)-6-(bromomethyl)-4-(2-chloro-3-fluoro-phenyl)-2-thiazol-2-yl-1,4-dihydropyrimidine-5-carboxylate